6-fluoro-N-((3S,4R)-3-fluoro-1-methylpiperidin-4-yl)-5-(1-(2-fluoroethyl)-2-methyl-1H-benzo[d]imidazol-6-yl)-4-methoxypyrrolo[2,1-f][1,2,4]triazin-2-amine FC=1C(=C2C(=NC(=NN2C1)N[C@H]1[C@H](CN(CC1)C)F)OC)C=1C=CC2=C(N(C(=N2)C)CCF)C1